CC1=NC(=CC=C1C=1C=CC=C2C(=NC=NC12)N[C@H](CN1CCN(CC1)S(=O)(=O)C1=C(N=C(S1)NC(OC)=O)C)C)C methyl N-[5-({4-[(2S)-2-{[8-(2,6-dimethylpyridin-3-yl)quinazolin-4-yl]amino}propyl]piperazin-1-yl}sulfonyl)-4-methyl-1,3-thiazol-2-yl]carbamate